CC1=CC=C(C=C1)[Si](CCCO)(C)C 3-(4-Methylphenyl)dimethylsilylpropanol